9-(3-(bromomethyl)benzyl)-2-fluoro-9H-purin-6-amine BrCC=1C=C(CN2C3=NC(=NC(=C3N=C2)N)F)C=CC1